N-((1r,4r)-4-(3-chloro-4-cyanophenoxy)cyclohexyl)-6-(4-(1-hydroxyethyl)piperidin-1-yl)pyridazine-3-carboxamide ClC=1C=C(OC2CCC(CC2)NC(=O)C=2N=NC(=CC2)N2CCC(CC2)C(C)O)C=CC1C#N